10-(4-(tert-butyl)pyridin-2-yl)naphtho[1,2-b]benzofuran-8-ol C(C)(C)(C)C1=CC(=NC=C1)C1=CC(=CC=2C3=C(OC21)C=2C=CC=CC2C=C3)O